2-([2,2'-bithiophen]-5-yl)-4,4,5,5-tetramethyl-1,3,2-dioxaborolane S1C(=CC=C1B1OC(C(O1)(C)C)(C)C)C=1SC=CC1